(+)-thujene C12(C=CC(C1C2)C)C(C)C